CN(C(\C=C\CNC1CCN(CC1)C1=NC=C(C=C1)\C(=C(\CC(F)(F)F)/C1=CC=CC=C1)\C=1C=C2C(=NNC2=CC1)F)=O)C (E)-N,N-Dimethyl-4-((1-(5-((Z)-4,4,4-trifluoro-1-(3-fluoro-1H-indazol-5-yl)-2-phenylbut-1-en-1-yl)pyridin-2-yl)piperidin-4-yl)amino)but-2-enamide